1-(4-methoxybenzyl)-5-methyl-1,4-dihydropyridine-3-carboxamide COC1=CC=C(CN2C=C(CC(=C2)C)C(=O)N)C=C1